5,6,7,8-tetrahydro-4H-pyrazolo[1,5-a][1,4]diazepine-2-sulfonamide N1=C(C=C2N1CCCNC2)S(=O)(=O)N